C(N)(=O)C1=C(N=C(N=N1)O)NC1=CC(=C(C=C1)C1CCN(CC1)CC1CNCC1)F 3-((4-(4-((6-carbamoyl-3-hydroxy-1,2,4-triazin-5-yl)amino)-2-fluorophenyl)piperidin-1-yl)methyl)pyrrolidine